C(C)(C)(C)OC(CC[C@@H](C(=O)N)N)=O |r| rac-(4S)-4,5-diamino-5-oxo-pentanoic acid tert-butyl ester